(R)-6-(5-(2-cyanoethyl)-1,3,4-thiadiazol-2-yl)-N-(3-methylthieno[3,2-c]pyridin-4-yl)-N-(piperidin-3-yl)nicotinamide C(#N)CCC1=NN=C(S1)C1=NC=C(C(=O)N([C@H]2CNCCC2)C2=NC=CC3=C2C(=CS3)C)C=C1